1-chloro-4-fluoro-2-(trifluoromethyl)benzene ClC1=C(C=C(C=C1)F)C(F)(F)F